CCOP(=S)(OCC)SCSCC The molecule is an organic thiophosphate and an organothiophosphate insecticide. It has a role as an EC 3.1.1.7 (acetylcholinesterase) inhibitor, an EC 3.1.1.8 (cholinesterase) inhibitor, an acaricide and an agrochemical. It derives from an (ethylsulfanyl)methanethiol.